4-(naphthalene-2-yl)phenylboronic acid C1=C(C=CC2=CC=CC=C12)C1=CC=C(C=C1)B(O)O